FC=1C=C2C(CC3(NC2=CC1)CCN(CC3)C(=O)NCC3=C(OC(=C3)C)C(F)(F)F)=O 6'-fluoro-N-((5-methyl-2-(trifluoromethyl)furan-3-yl)methyl)-4'-oxo-3',4'-dihydro-1'H-spiro[piperidine-4,2'-quinoline]-1-carboxamide